C(C)(C)(C)C1=NC(=NO1)C(=O)NCC1=C(C=C(C=C1)C1=NC=NN2C1=CC(=C2)C2=CC=C(C=C2)CN2CCC(CC2)C2=CC=C(C=C2)C2C(NC(CC2)=O)=O)F 5-tert-butyl-N-[[4-[6-[4-[[4-[4-(2,6-dioxo-3-piperidyl)phenyl]-1-piperidyl]methyl]phenyl]pyrrolo[2,1-f][1,2,4]triazin-4-yl]-2-fluoro-phenyl]methyl]-1,2,4-oxadiazole-3-carboxamide